4-methyl-4-ethyl-3,5-octanediol dibenzoate C(C1=CC=CC=C1)(=O)OC(CC)C(C(CCC)OC(C1=CC=CC=C1)=O)(CC)C